titanium oxide bis(diphenylphosphinate) C1(=CC=CC=C1)P([O-])(=O)C1=CC=CC=C1.C1(=CC=CC=C1)P([O-])(=O)C1=CC=CC=C1.[O-2].[Ti+4]